methyl (1S,3S,4S)-5-hydroxy-2-azabicyclo[2.2.1]heptane-3-carboxylate OC1[C@@H]2[C@H](N[C@H](C1)C2)C(=O)OC